FC=1C(=NC=C(C1)F)[C@@H](C1(CCCC1)C)NC1=C(C(C1=O)=O)NC1=C(C(=NC=C1)C(=O)N(C)C)O (R)-4-((2-(((3,5-difluoropyridin-2-yl)(1-methylcyclopentyl)methyl)amino)-3,4-dioxocyclobut-1-en-1-yl)amino)-3-hydroxy-N,N-dimethylpicolinamide